C(CCCC)(=O)O[C@H]1CC[C@@H]2[C@@]1(CC[C@@H]1[C@]3(CCC=4N=C(SC4C3=CC[C@@H]21)NCCC2=CC=CC=C2)C)C (5aR,5bS,7aS,8S,10aS,10bR)-5a,7a-dimethyl-2-(phenethylamino)-5,5a,5b,6,7,7a,8,9,10,10a,10b,11-dodecahydro-4H-cyclopenta[7,8]phenanthro[2,1-d]thiazol-8-yl pentanoate